CS(=O)(=O)[O-].C(CCC)[N+](CCCC)(CCCC)CCCC tetra-n-butyl-ammonium methanesulfonate